1-(3-((1-isobutyl-6-((6-methylpyrimidin-4-yl)amino)-1H-pyrrolo[3,2-c]pyridin-4-yl)oxy)pyrrolidin-1-yl)prop-2-en-1-one C(C(C)C)N1C=CC=2C(=NC(=CC21)NC2=NC=NC(=C2)C)OC2CN(CC2)C(C=C)=O